(S)-N-(3-(1-((2-ethyl-2H-pyrazolo[3,4-b]pyrazin-6-yl)amino)ethyl)phenyl)-6-(piperazin-1-yl)nicotinamide C(C)N1N=C2N=C(C=NC2=C1)N[C@@H](C)C=1C=C(C=CC1)NC(C1=CN=C(C=C1)N1CCNCC1)=O